FC1(CC(=C(CC1)C1=NC=CC(=C1)C1=C(C=CC(=C1)F)F)C)F 2-(4,4-difluoro-2-methylcyclohex-1-en-1-yl)-4-(2,5-difluorophenyl)pyridin